BrC1=CC=2N(C(N(C(C2S1)=O)C=1C2=C(C=NC1)C=NN2C)=O)CCC#N 3-[6-bromo-3-(1-methylpyrazolo[4,3-c]pyridin-7-yl)-2,4-dioxo-thieno[3,2-d]pyrimidin-1-yl]propanenitrile